C[C@H]1N(CCOC1)C1=CC(=C2C(=N1)C(=NS2)C2=CC=NN2C2OCCCC2)C2=CN=NN2C (3R)-3-methyl-4-(7-(1-methyl-1H-1,2,3-triazol-5-yl)-3-(1-(tetrahydro-2H-pyran-2-yl)-1H-pyrazol-5-yl)isothiazolo[4,5-b]pyridin-5-yl)morpholine